ClC1=C(CN2C(=NC3=C2C=CC(=C3)OC)C(C)C3=CC=C(C(=O)O)C=C3)C=CC=C1 4-(1-(1-(2-chlorobenzyl)-5-methoxy-1H-benzo[d]imidazol-2-yl)ethyl)benzoic acid